ClC(C(=O)NCCC1=CC=CC=C1)C 2-chloro-N-phenethyl-propionamide